NC(=O)C1=CC=C(C=N1)B(O)O 6-(AMINOCARBONYL)PYRIDINE-3-BORONIC ACID